C(#N)[C@@H](C[C@@H]1C(NCCC1)=O)NC(=O)[C@@H]1N([C@H]2CC([C@@H]1CC2)(F)F)C([C@@H](C2=CC=CC=C2)O)=O (1R,3R,4R)-N-((R)-1-cyano-2-((R)-2-oxopiperidin-3-yl)ethyl)-5,5-difluoro-2-((R)-2-hydroxy-2-phenylacetyl)-2-azabicyclo[2.2.2]octane-3-carboxamide